pyridine-2,3-dicarboxylate N1=C(C(=CC=C1)C(=O)[O-])C(=O)[O-]